tert-butyl (3S,4S)-3-fluoro-4-((2-(3-((2-methoxy-4-(methylcarbamoyl)phenyl)amino)prop-1-yn-1-yl)-1-(2,2,2-trifluoroethyl)-1H-indol-4-yl)amino)piperidine-1-carboxylate F[C@H]1CN(CC[C@@H]1NC1=C2C=C(N(C2=CC=C1)CC(F)(F)F)C#CCNC1=C(C=C(C=C1)C(NC)=O)OC)C(=O)OC(C)(C)C